F[C@@H]1C[C@H](N(C1)C(=O)OC(C)(C)C)C(=O)OC O1-tert-butyl O2-methyl (2S,4R)-4-fluoropyrrolidine-1,2-dicarboxylate